C[C@@H]1N(C[C@H](NC1)C)C=1C2=C(N(C(N1)=O)C1=C(C=CC=C1)C(C)C)CN(CC2)C2=C1C=NNC1=CC=C2C 4-((2s,5r)-2,5-dimethylpiperazin-1-yl)-1-(2-isopropylphenyl)-7-(5-methyl-1H-indazol-4-yl)-5,6,7,8-tetrahydropyrido[3,4-d]pyrimidin-2(1H)-one